3-[2-(dimethylamino)ethyl]-1-[3-(5-fluoro-2-methoxypyridin-3-yl)-1-[[2-(trimethylsilyl)ethoxy]methyl]pyrrolo[2,3-b]pyridin-6-yl]urea CN(CCNC(NC1=CC=C2C(=N1)N(C=C2C=2C(=NC=C(C2)F)OC)COCC[Si](C)(C)C)=O)C